ClC1=CC=C(C=C1)[C@@H](C(=O)N1CCN(CC1)C=1C2=C(N=CN1)[C@@H](C[C@H]2C)O)CN2CCC(CC2)F (R)-2-(4-chlorophenyl)-3-(4-fluoropiperidin-1-yl)-1-(4-((5R,7R)-7-hydroxy-5-methyl-6,7-dihydro-5H-cyclopenta[d]pyrimidin-4-yl)piperazin-1-yl)propan-1-one